3-(((6-Chloro-2-(trifluoromethyl)quinolin-4-yl)amino)methyl)-3-(4-fluoro-1H-pyrazol-1-yl)azetidine-1-carboxamide ClC=1C=C2C(=CC(=NC2=CC1)C(F)(F)F)NCC1(CN(C1)C(=O)N)N1N=CC(=C1)F